C(C)(C)(C)NC1=CC(=C2C(=N1)C=C(S2)C2=CC=NN2C2OCCCC2)NC2CCC(CC2)O 4-((5-(tert-butylamino)-2-(1-(tetrahydro-2H-pyran-2-yl)-1H-pyrazol-5-yl)thieno[3,2-b]pyridin-7-yl)amino)-1-cyclohexanol